4-n-Hexylbenzoylamido-propyl-dimethylammoniosulfobetaine CCCCCCC1=CC=C(C=C1)C(=O)NCCC[N+](C)(C)CCCS(=O)(=O)[O-]